tert-Butyl (2R)-2-[[[3-cyano-2-(2-furyl)pyrazolo[1,5-a]pyrimidin-5-yl]amino]methyl]morpholine-4-carboxylate C(#N)C=1C(=NN2C1N=C(C=C2)NC[C@@H]2CN(CCO2)C(=O)OC(C)(C)C)C=2OC=CC2